5-amino-N-((R)-1-(3-(5-((((1S,3R)-3-hydroxycyclopentyl)amino)methyl)thiophen-2-yl)phenyl)ethyl)-2-methylbenzamide NC=1C=CC(=C(C(=O)N[C@H](C)C2=CC(=CC=C2)C=2SC(=CC2)CN[C@@H]2C[C@@H](CC2)O)C1)C